tert-butyl (2-amino-4-methoxyphenyl)carbamate NC1=C(C=CC(=C1)OC)NC(OC(C)(C)C)=O